FC1(CC(C1)(C(C1=NN=CN1C)F)C=1C=C(N)C=CC1)F 3-(3,3-difluoro-1-(fluoro(4-methyl-4H-1,2,4-triazol-3-yl)methyl)cyclobutyl)aniline